tert-butyl N5-(4-(3-((4R,Z)-9-amino-4-((4-hydroxybenzyl)carbamoyl)-2,11,16-trioxo-1-phenyl-3,8,10,12,15-pentaazaoctadec-9-en-1-yl)phenoxy)butyl)-N2-(tert-butoxycarbonyl)-D-glutaminate N/C(/NCCC[C@@H](NC(C(C1=CC=CC=C1)C=1C=C(OCCCCNC(CC[C@@H](NC(=O)OC(C)(C)C)C(=O)OC(C)(C)C)=O)C=CC1)=O)C(NCC1=CC=C(C=C1)O)=O)=N/C(NCCNC(CC)=O)=O